ClC1=NC(=C2C(=N1)N(N=C2)[C@H]2[C@@H]([C@@H]([C@H](O2)COC(CP(O)(O)=O)=O)O)O)N(C)[C@H]2CCC1=CC=CC=C21 (2-(((2R,3S,4R,5R)-5-(6-chloro-4-(((S)-2,3-dihydro-1H-inden-1-yl)(methyl)amino)-1H-pyrazolo[3,4-d]pyrimidin-1-yl)-3,4-dihydroxytetrahydrofuran-2-yl)methoxy)-2-oxoethyl)phosphonic acid